N-(5-cyano-1-methyl-1H-indol-7-yl)-N-methylacetamide C(#N)C=1C=C2C=CN(C2=C(C1)N(C(C)=O)C)C